C1=C(C=CC2=CC=CC=C12)S(=O)(=O)[O-].[Na+] sodium 2-naphthalenesulfonate